1-O-octanoyl-α-fructopyranose C(CCCCCCC)(=O)OC[C@@]1(O)[C@@H](O)[C@H](O)[C@H](O)CO1